BrC1=CN=C(C(=N1)CNC(=O)[C@H]1C[C@@H](CCC1)NC(OCCCC)=O)Cl butyl N-[(1R,3R)-3-[(6-bromo-3-chloro-pyrazin-2-yl)methylcarbamoyl]-cyclohexyl]carbamate